Cl.C(C)OC(CC(CC(C)C)=CN)=O.C1(C=CC(N1CCCC(=O)ON1C(C(CC1=O)S(=O)(=O)O)=O)=O)=O N-maleimidobutyryloxysulfosuccinimide ethyl-(S)-3-(aminomethylyl)-5-methylhexanoate hydrochloride